C(C=C)C1=CSC=C1 3-allyl-thiophene